5-bromo-2-[5-cyclopropyl-3-(trifluoromethyl)pyrazol-1-yl]pyridine-3-carbonitrile BrC=1C=C(C(=NC1)N1N=C(C=C1C1CC1)C(F)(F)F)C#N